C(CCCCCCCC)N(C(OCCN(C)CCN(C)C)=O)CCCCCCCC\C=C/CCCCCCCC 2-((2-(Dimethylamino)ethyl)(methyl)amino)ethyl (Z)-nonyl(octadec-9-en-1-yl)carbamate